Hexadecyl ((S)-(((2R,3S,5R)-5-(6-amino-2-fluoro-9H-purin-9-yl)-2-ethynyl-3-(((hexyloxy)carbonyl)oxy) tetrahydrofuran-2-yl)methoxy)(phenoxy)phosphoryl)-L-phenylalaninate NC1=C2N=CN(C2=NC(=N1)F)[C@H]1C[C@@H]([C@@](O1)(C#C)CO[P@](=O)(OC1=CC=CC=C1)N[C@@H](CC1=CC=CC=C1)C(=O)OCCCCCCCCCCCCCCCC)OC(=O)OCCCCCC